tert-butyl 3-(1-benzyloxy-3-hydroxy-propyl)-3-vinyl-azetidine-1-carboxylate C(C1=CC=CC=C1)OC(CCO)C1(CN(C1)C(=O)OC(C)(C)C)C=C